BrCC(=O)N[C@@H](C)C1=C(C=CC(=C1)C)C (S)-2-bromo-N-(1-(2,5-dimethylphenyl)ethyl)acetamide